iron chlorine [Cl].[Fe]